C1(CC1)C1=NC=NC(=C1C=1N=CC2=C(N1)NC(=C2)N2OCC=C2)OC 2-(2-(4-cyclopropyl-6-methoxypyrimidin-5-yl)-7H-pyrrolo[2,3-d]pyrimidin-6-yl)oxazoleN